4-(4-Phenoxybenzyl)-5-(quinolin-2-yl)-2,4-dihydro-3H-1,2,4-triazole-3-thione O(C1=CC=CC=C1)C1=CC=C(CN2C(NN=C2C2=NC3=CC=CC=C3C=C2)=S)C=C1